5-bromo-2-(3-(difluoromethoxy)benzyl)-7-((2-nitro-1H-imidazol-1-yl)methyl)isoquinolin-1(2H)-one BrC1=C2C=CN(C(C2=CC(=C1)CN1C(=NC=C1)[N+](=O)[O-])=O)CC1=CC(=CC=C1)OC(F)F